2-Ethyl-3-methyl-4-isobutoxy-phenol C(C)C1=C(C=CC(=C1C)OCC(C)C)O